(R)-N-(3-((4-amino-1-(3-(dimethylamino)propyl)-1H-pyrazolo[3,4-d]pyrimidin-3-yl)ethynyl)-4-methylphenyl)-3-phenylisoxazolidin-2-carboxamide NC1=C2C(=NC=N1)N(N=C2C#CC=2C=C(C=CC2C)NC(=O)N2OCC[C@@H]2C2=CC=CC=C2)CCCN(C)C